2-CHLORO-3,3,3-TRIFLUOROPROPENE ClC(=C)C(F)(F)F